C(C)(C)(C)OC(NCC1OC1)=O.BrCC=1OC2=C(C1)C=CC(=C2)C2=C(C=C(C=C2)Cl)Cl (bromomethyl)-6-(2,4-dichlorophenyl)benzofuran Tert-butyl-N-(oxiran-2-ylmethyl)carbamate